OC1=C(C=C(C=C1C(C)C)C(=O)C1=CC=C(C=C1)Br)C(C)C (4-bromophenyl) (4-hydroxy-3,5-diisopropyl-phenyl) ketone